C[C@H](CCC(=O)NCCS(=O)(=O)O)[C@H]1CC[C@@H]2[C@@]1(CC[C@H]3[C@H]2[C@H]([C@H]([C@H]4[C@@]3(CC[C@H](C4)O)C)O)O)C The molecule is a bile acid taurine conjugate derived from beta-muricholic acid. It has a role as a human metabolite and a rat metabolite. It is a bile acid taurine conjugate, a monocarboxylic acid amide, a 3alpha-hydroxy steroid, a 6beta-hydroxy steroid and a 7beta-hydroxy steroid. It derives from a beta-muricholic acid. It is a conjugate acid of a tauro-beta-muricholate.